2-((R)-3-((2,2-difluoro-5-(5,6,7,8-tetrahydro-1,8-naphthyridin-2-yl)pentyl)(methyl)amino)pyrrolidin-1-yl)-2-(3-fluoro-5-isopropyl-2-methoxyphenyl)acetic acid FC(CN([C@H]1CN(CC1)C(C(=O)O)C1=C(C(=CC(=C1)C(C)C)F)OC)C)(CCCC1=NC=2NCCCC2C=C1)F